FC(C(=O)O)(F)F.C(C)(=O)N1CCN(CC1)[C@@H]1C[C@@H](CCC1)NC(=O)C=1NC2=C(C=CC(=C2C1)F)C N-[(1R,3S)-3-(4-acetylpiperazin-1-yl)cyclohexyl]-4-fluoro-7-methyl-1H-indole-2-carboxamide trifluoroacetate salt